N-(3-carbamoylphenyl)-7-(3,4-dimethoxyphenyl)pyrazolo[1,5-a]pyrimidine-2-carboxamide C(N)(=O)C=1C=C(C=CC1)NC(=O)C1=NN2C(N=CC=C2C2=CC(=C(C=C2)OC)OC)=C1